C1(CC1)C1=NC=CC(=C1)C1=NSC(=N1)\C(\C)=N\[S@@](=O)C(C)(C)C (S,E)-N-[1-[3-(2-cyclopropyl-4-pyridyl)-1,2,4-thiadiazol-5-yl]ethylidene]-2-methyl-propane-2-sulfinamide